C(C)C(CC)(CC(CC(CC)(O)CC)C(CC)(O)CC)O 3,7-diethyl-5-(1-ethyl-1-hydroxy-propyl)-nonane-3,7-diol